1-(tert-butoxycarbonyl)-3-(2,2-difluoroethyl)-4-hydroxypiperidine-3-carboxylic acid C(C)(C)(C)OC(=O)N1CC(C(CC1)O)(C(=O)O)CC(F)F